C1(=C(C(=CC2=CC=CC=C12)C(=O)O)C(=O)O)C1=CC=CC2=CC=CC=C12 1,1'-binaphthyl-dicarboxylic acid